1-(bicyclo[1.1.1]pentan-1-yl)-4-((5-(2-fluorophenyl)-1,3,4-thiadiazol-2-yl)methyl)piperazine-2,3-dione C12(CC(C1)C2)N2C(C(N(CC2)CC=2SC(=NN2)C2=C(C=CC=C2)F)=O)=O